(4S,5R)-5-fluoro-1-(4-fluoroindol-1-yl)-3-(methylsulfonyl)-5,6-dihydro-4H-cyclopenta[c]thiophen-4-ol F[C@H]1[C@H](C=2C(=C(SC2S(=O)(=O)C)N2C=CC3=C(C=CC=C23)F)C1)O